ClC=1C(=C(C(=O)[O-])C=CC1)CC1=CC=CC=C1.[I-].C(C1=CC=CC=C1)(=O)OC([N+]1(CCC=C(C1)C1=NSN=C1OCCCCCC)C)C1=CC=CC=C1.C(C1=CC=CC=C1)(=O)OC(C1=CC=CC=C1)[N+]1(CCC=C(C1)C1=NSN=C1OCCCCCC)C 1-((benzoyloxy)(phenyl)methyl)-5-(4-(hexyloxy)-1,2,5-thiadiazol-3-yl)-1-methyl-1,2,3,6-tetrahydropyridin-1-ium iodide Chloro(phenyl)methyl-benzoate